(+)-5-[3-[3-(4-tert-butylphenyl)azetidin-1-yl]-3-oxo-propyl]Pyrrolidin-2-one C(C)(C)(C)C1=CC=C(C=C1)C1CN(C1)C(CCC1CCC(N1)=O)=O